2-[(4-methoxyphenyl)sulfanyl]-N-(1H-pyrazol-3-yl)propanamide COC1=CC=C(C=C1)SC(C(=O)NC1=NNC=C1)C